methyl (E)-2-(2-benzyl-3-(benzyloxy)-5-(pent-1-enyl)phenyl)acetate C(C1=CC=CC=C1)C1=C(C=C(C=C1OCC1=CC=CC=C1)\C=C\CCC)CC(=O)OC